FC1=C(C=CC=C1)S(/C=C/CNC(=O)C=1C(NC=2CCCCC2C1)=O)(=O)=N N-[(2E)-3-[(2-fluorophenyl)(imino)oxo-λ6-sulfanyl]prop-2-en-1-yl]-2-oxo-1,2,5,6,7,8-hexahydroquinoline-3-carboxamide